FC(CO)(F)C=1C(=C(C=CC1)[C@@H](C)NC=1C2=C(N=C(N1)C)NC(C(=C2)C2=CCC(CC2)O)=O)F 4-(((R)-1-(3-(1,1-difluoro-2-hydroxyethyl)-2-fluorophenyl)ethyl)amino)-6-(4-hydroxycyclohexane-1-en-1-yl)-2-methylpyrido[2,3-d]pyrimidin-7(8H)-one